8-Chloro-5-(2-morpholinoethoxy)-N-(4-(trifluoromethoxy)phenyl)chinolin-2-amin ClC=1C=CC(=C2C=CC(=NC12)NC1=CC=C(C=C1)OC(F)(F)F)OCCN1CCOCC1